C(C)(C)(C)C=1C=C(C=CC1)C1CC(C1)N(C(=O)C1CC2(C1)NC(CC2)=O)C N-((1s,3S)-3-(3-(tert-butyl)phenyl)cyclobutyl)-N-methyl-6-oxo-5-azaspiro[3.4]octane-2-carboxamide